FCC1CN(C1)CCC=1C(=CC(N(C1)C(C(=O)O)CC(C)C)=O)C(F)(F)F (5-(2-(3-(fluoromethyl)azetidin-1-yl)ethyl)-2-oxo-4-(trifluoromethyl)pyridin-1(2H)-yl)-4-methylpentanoic acid